2-(2-(2-methoxy-7-methylquinoxalin-5-yl)-4-(trifluoromethyl)benzo[d]thiazol-6-yloxy)ethanamine COC1=NC2=CC(=CC(=C2N=C1)C=1SC2=C(N1)C(=CC(=C2)OCCN)C(F)(F)F)C